ClC=1C=C(C=CC1OC)N1C=NC2=C1C=CC(=C2)C(=O)N2CCCCC2 (1-(3-chloro-4-methoxyphenyl)-1H-benzo[d]imidazol-5-yl)(piperidin-1-yl)methanone